C1CC12CNCCC2CN2CCC(CC2)N2N=C(C=1CN(CCC12)C(C)=O)N1CCCC2=CC(=C(C=C12)C(F)F)C=1C=NN(C1)C 1-[1-[1-(5-azaspiro[2.5]octan-8-ylmethyl)-4-piperidyl]-3-[7-(difluoromethyl)-6-(1-methylpyrazol-4-yl)-3,4-dihydro-2H-quinolin-1-yl]-6,7-dihydro-4H-pyrazolo[4,3-c]pyridin-5-yl]ethanone